ethyl 2,5-dioxaadipate C(OCCOC(=O)[O-])(=O)OCC